COC(=O)C1=CC(=CC=2NC(=NC21)CC2=CC=CC=C2)C2=C(C=C(C=C2)C)Cl 2-benzyl-6-(2-chloro-4-methylphenyl)-1H-benzo[d]imidazole-4-carboxylic acid methyl ester